pyridin-2-yl-(tetrahydro-2H-pyran-4-yl)methanesulfonic acid methyl ester COS(=O)(=O)C(C1CCOCC1)C1=NC=CC=C1